C(CCCCCCC)NC1=CC(C(C=C1)=O)=O 4-octylamino-1,2-benzoquinone